C1(=CC=CC=C1)C1(N(C(=C(C1(C1=CC=CC=C1)Cl)Cl)C1=CC=CC=C1)Cl)Cl 2,3,5-triphenyltetrachloroazole